N-{2-[2-(3,5-difluorobenzyloxy)-4-(7-methyl-9H-carbazol-3-ylmethoxy)benzylamino]ethyl}acetamide FC=1C=C(COC2=C(CNCCNC(C)=O)C=CC(=C2)OCC=2C=CC=3NC4=CC(=CC=C4C3C2)C)C=C(C1)F